O1C(C1)COC1=CC=C(C(=O)OC2=CC=C(C=C2)OC(C2=CC=C(C=C2)OCC2OC2)=O)C=C1 1'-(1,4-phenylene) bis[4-(2-oxiranylmethoxy) benzoate]